C(C)OC(=O)C=1C(=NC(=NC1)Cl)N[C@@H]1C[C@H](C1)O 2-chloro-4-((trans-3-hydroxycyclobutyl)amino)pyrimidine-5-carboxylic acid ethyl ester